(R)-dimethyl((2-(2-methyl-1H-imidazo[4,5-b]pyridin-1-yl)-6-(3-methylmorpholino)pyrimidin-4-yl)imino)-λ6-sulfanone CS(=O)(=NC1=NC(=NC(=C1)N1[C@@H](COCC1)C)N1C(=NC2=NC=CC=C21)C)C